N-(4-(((3,5-dicyano-6-(dimethylamino)-4-ethylpyridin-2-yl)thio)methyl)phenyl)acrylamide C(#N)C=1C(=NC(=C(C1CC)C#N)N(C)C)SCC1=CC=C(C=C1)NC(C=C)=O